2-chloro-ethyl methyl ether COCCCl